C(OC1=CC=CC2=CC=3C(N=C12)=C1C=CC=CN1C3)(OCC3=CC=C(C=C3)OC=CC[Se]C3=C(C=CC=C3C)C)=O indolizino[1,2-b]quinolin-4-yl (4-((3-(2,6-dimethylphenylseleno) prop-1-en-1-yl) oxy) benzyl) carbonate